methyl (3-((1-((1r,3r)-3-((methoxycarbonyl)amino)-3-methylcyclobutyl)-3-methyl-2-oxo-2,3-dihydro-1H-imidazo[4,5-c]pyridin-6-yl)amino)-5-(1-methyl-1H-pyrazol-4-yl)phenyl)carbamate COC(=O)NC1(CC(C1)N1C(N(C=2C=NC(=CC21)NC=2C=C(C=C(C2)C=2C=NN(C2)C)NC(OC)=O)C)=O)C